C(C=CC=CCC)(=O)N heptadieneamide